decyl-trimethyl-ammonium chloride [Cl-].C(CCCCCCCCC)[N+](C)(C)C